CC(C(=O)O)CCCCC 2,6-dimethylcaproic acid